[Sn].[Co].[Fe] iron-cobalt-tin